4-chloro-3-fluoro-2-methylaniline ClC1=C(C(=C(N)C=C1)C)F